(S)-N-(tetrahydrofuran-3-yl)-2-(2-(2,2,2-trifluoroethylamino)pyrimidin-4-yl)-1H-pyrrolo[3,2-c]pyridin-6-amine O1C[C@H](CC1)NC1=CC2=C(C=N1)C=C(N2)C2=NC(=NC=C2)NCC(F)(F)F